2-(butylamylamino)-ethanethiol C(CCC)CCCCCNCCS